(2R,5S)-tert-butyl 4-((R)-11-bromo-10-chloro-3-morpholino-6-oxo-2,3,4,6-tetrahydro-[1,4]oxazepino[2,3,4-ij]quinazolin-8-yl)-2,5-dimethylpiperazine-1-carboxylate BrC1=C(C=C2C(=NC(N3C2=C1OC[C@@H](C3)N3CCOCC3)=O)N3C[C@H](N(C[C@@H]3C)C(=O)OC(C)(C)C)C)Cl